OC1C=2C=CC(=CC2CCC1)C#N 5-hydroxy-5,6,7,8-tetrahydronaphthalene-2-carbonitrile